IC1=CN(C2=NC=C(C=C21)C)[Si](C(C)C)(C(C)C)C(C)C (3-iodo-5-methyl-pyrrolo[2,3-b]pyridin-1-yl)-triisopropyl-silane